6-bromodibenzo[b,d]furan-3-carbonitrile BrC1=CC=CC=2C3=C(OC21)C=C(C=C3)C#N